6,7-dichloro-3-(1H-imidazol-1-yl)-2-(5-(trifluoromethyl)-4H-1,2,4-triazol-3-yl)-1H-indole ClC1=CC=C2C(=C(NC2=C1Cl)C1=NN=C(N1)C(F)(F)F)N1C=NC=C1